2-([1,1'-biphenyl]-4-yl)-4-(benzofuran-2-yl)-6-chloro-1,3,5-triazine C1(=CC=C(C=C1)C1=NC(=NC(=N1)C=1OC2=C(C1)C=CC=C2)Cl)C2=CC=CC=C2